2-((4-(4,4,5,5-tetramethyl-1,3,2-dioxaborolan-2-yl)-1H-pyrazol-1-yl)methyl)pyridine CC1(OB(OC1(C)C)C=1C=NN(C1)CC1=NC=CC=C1)C